1-((2s,4S)-2'-chloro-4'-hydroxy-4'-methyl-2-(1-methyl-1H-1,2,3-triazol-4-yl)-4',5'-dihydrospiro[piperidine-4,7'-thieno[2,3-c]pyran]-1-yl)-2,2,2-trifluoroethan-1-one ClC1=CC2=C([C@@]3(OCC2(C)O)C[C@H](N(CC3)C(C(F)(F)F)=O)C=3N=NN(C3)C)S1